NC=1C=C(C=CC1O)C(C(F)(F)F)(C(F)(F)F)C1=CC(=C(C=C1)O)N bis(3-amino-4-hydroxyphenyl)-hexafluoropropane